(3S,4S)-1-{4-[7-(aminocarbonyl)-2H-indazol-2-yl]benzyl}-3,4-difluoropyrrolidinium trifluoroacetate FC(C(=O)[O-])(F)F.NC(=O)C1=CC=CC2=CN(N=C12)C1=CC=C(C[NH+]2C[C@@H]([C@H](C2)F)F)C=C1